C(C(C)(C)C)(=O)OCO[C@@H]1[C@H](O[C@@]([C@@H]1O)(C#N)C1=CC=C2C(=NC=NN21)N)COC(CC)=O (((2R,3S,4R,5R)-5-(4-aminopyrrolo[2,1-f][1,2,4]triazin-7-yl)-5-cyano-4-hydroxy-2-((propionyloxy)methyl)tetrahydrofuran-3-yl)oxy)methyl pivalate